CC=1N(C=CC1)S(=O)(=O)C1=CC=C(C)C=C1 methyl-1-p-toluenesulfonyl-1H-pyrrol